FC=1C=C(C=C(C1)F)C1CC=NN1C(=O)C1CC2C(CN(C2)C2=CC(=NC=N2)C(=O)N)C1 6-(5-(5-(3,5-difluorophenyl)-4,5-dihydro-1H-pyrazole-1-carbonyl)hexahydrocyclopenta[c]pyrrole-2(1H)-yl)pyrimidine-4-carboxamide